CC1=CC=CC(=N1)C1=NC=CC(=N1)NC1=NC(=NC=C1)NC=1SC=C(N1)C(=O)OC methyl 2-((4-((2-(6-methylpyridin-2-yl)pyrimidin-4-yl)amino)pyrimidin-2-yl)amino)thiazole-4-carboxylate